2-oxo-2-[(2R,5S)-2-[2-[2-(dimethylamino)ethyl]indazol-6-yl]-5-methyl-1-piperidyl]-N-[1-(2-trimethylsilylethoxymethyl)pyrazolo[4,3-c]pyridin-7-yl]acetamide O=C(C(=O)NC=1C2=C(C=NC1)C=NN2COCC[Si](C)(C)C)N2[C@H](CC[C@@H](C2)C)C=2C=CC1=CN(N=C1C2)CCN(C)C